α-galactosylsphinganine [C@H]1([C@H](O)[C@@H](O)[C@@H](O)[C@H](O1)CO)C(O)[C@H](N)[C@H](O)CCCCCCCCCCCCCCC